Hexylmercaptan C(CCCCC)S